CC1=C(C(=CC(=C1C=1C=NC=CC1)C)C)B(C1=C(C(=C(C=C1C)C)C=1C=NC=CC1)C)C1=C(C(=C(C=C1C)C)C=1C=NC=CC1)C tris(2,4,6-trimethyl-3-(pyrid-3-yl)phenyl)borane